7-methoxy-4-[(3-methylsulfanyl-phenyl)methoxy]Quinoline COC1=CC=C2C(=CC=NC2=C1)OCC1=CC(=CC=C1)SC